CC(COC=1C=CC(=NC1)C(C)N)CCC 1-(5-((2-methylpentyl)oxy)pyridin-2-yl)ethan-1-amine